ClC=1C=C(C=C(C1F)F)C1=CC(=CC(=N1)OC=1C=NC(=NC1)N1CCN(CC1)C(=O)OC(C)(C)C)C(=O)OC tert-Butyl 4-(5-((6-(3-chloro-4,5-difluorophenyl)-4-(methoxycarbonyl)pyridin-2-yl)oxy)pyrimidin-2-yl)piperazine-1-carboxylate